O1B(OCCC1)C1CCCCC1 (1,3,2-dioxaborinan-2-yl)cyclohexane